FC(OC=1C=C(C=C(C1)OC)CC#N)F [3-(difluoromethoxy)-5-methoxyphenyl]acetonitrile